2-[(4-{7-[(1R,3S,4R)-2-azabicyclo[2.2.2]octane-3-carbonyl]-2,7-diazaspiro[4.4]non-2-yl}pyrimidin-5-yl)oxy]-5-fluoro-N,N-di(propan-2-yl)benzamide C12N[C@@H](C(CC1)CC2)C(=O)N2CC1(CCN(C1)C1=NC=NC=C1OC1=C(C(=O)N(C(C)C)C(C)C)C=C(C=C1)F)CC2